C(CCC)NC1=C(C(=CC=C1)C1=CC=CC=C1)C(=O)NC=1SC(=CN1)C(F)(F)F (butylamino)-N-(5-(trifluoromethyl)thiazol-2-yl)-[1,1'-biphenyl]-2-carboxamide